(3aR,4R,6aR)-1-(5-(2-Cyanopyridin-4-yl)oxazol-2-carbonyl)-4-methylhexahydropyrrolo[3,4-b]pyrrol-5(1H)-carbonitril C(#N)C1=NC=CC(=C1)C1=CN=C(O1)C(=O)N1[C@@H]2[C@H](CC1)[C@H](N(C2)C#N)C